CN1C2=C(C3=C1C(N(N=C3)CC3=CC=C(C(=O)N)C=C3)=O)SC(=N2)S(=O)C 4-((4-methyl-2-(methylsulfinyl)-5-oxo-4,5-dihydro-6H-thiazolo[5',4':4,5]pyrrolo[2,3-D]pyridazin-6-yl)methyl)benzamide